2-(methylsulfonyl)-benzo[d]thiazole-6-carboxamide CS(=O)(=O)C=1SC2=C(N1)C=CC(=C2)C(=O)N